sulphur sulfur [S].[S]